CC1CN(CC(C1)NC1=C2C(=NC=C1C=1OC=CN1)NC=C2)C(CC#N)=O racemic-3-(3-methyl-5-((5-(oxazol-2-yl)-1H-pyrrolo[2,3-b]pyridin-4-yl)amino)piperidin-1-yl)-3-oxopropanenitrile